FC1=CC=C(C(=N1)C)OC1=C(C(=O)NC2=CC(=NC=C2)S(=O)C)C(=C(C=N1)C(F)(F)F)C 2-((6-fluoro-2-methylpyridin-3-yl)oxy)-4-methyl-N-(2-(methylsulfinyl)pyridin-4-yl)-5-(trifluoromethyl)nicotinamide